C(CCC)C1C(=NN(C1(C(=O)NCCC1=CC=C(C=C1)O)C)C1=CC=CC=C1)C1=CC=C(C=C1)F 4-Butyl-3-(4-fluorophenyl)-N-(4-hydroxyphenethyl)-5-methyl-1-phenyl-4,5-dihydro-1H-pyrazole-5-carboxamide